C1(=CC(=CC=C1)C(C)=O)C1=CC=CC=C1 1-([1,1'-biphenyl]-3-yl)ethan-1-one